5-bromo-N-[3-(5-chloro-1,3-benzoxazol-2-yl)-1-bicyclo[1.1.1]pentanoyl]furan-2-carboxamide BrC1=CC=C(O1)C(=O)NC(=O)C12CC(C1)(C2)C=2OC1=C(N2)C=C(C=C1)Cl